(S)-TERT-BUTYL 6'-CHLORO-5-(((1R,2S)-2-FORMYL-2-METHYLCYCLOBUTYL)METHYL)-3',4,4',5-TETRAHYDRO-2H,2'H-SPIRO[BENZO[B][1,4]OXAZEPINE-3,1'-NAPHTHALENE]-7-CARBOXYLATE ClC=1C=C2CCC[C@]3(C2=CC1)CN(C1=C(OC3)C=CC(=C1)C(=O)OC(C)(C)C)C[C@H]1[C@@](CC1)(C)C=O